ClC1=CC(=C(C=C1Cl)C(NC(C(F)(F)F)=O)C1CCN(CC1)C(=O)C1COC1)OCC=C N-[[4,5-dichloro-2-(prop-2-en-1-yloxy)phenyl][1-(oxetane-3-carbonyl)piperidin-4-yl]methyl]-2,2,2-trifluoroacetamide